CC1(CC(C1)C(=O)N1C2CN(CC1C2)C2=CC=C(C=N2)C=2C=1N(C=C(C2)OCC(C)(C)O)N=CC1C#N)C 4-(6-(6-(3,3-dimethylcyclobutane-1-carbonyl)-3,6-diazabicyclo[3.1.1]heptan-3-yl)pyridin-3-yl)-6-(2-hydroxy-2-methylpropoxy)pyrazolo[1,5-a]pyridine-3-carbonitrile